C(CCC)NS(=O)(=O)C1=CC(=CC=C1)B(O)O N-BUTYL-3-BORONOBENZENESULFONAMIDE